2-((2-fluoro-5-isopropoxybenzyl)oxy)isoindoline-1,3-dione FC1=C(CON2C(C3=CC=CC=C3C2=O)=O)C=C(C=C1)OC(C)C